COC(C(CC(=O)OC)=O)OC methyl 4,4-dimethoxyacetoacetate